FC=1C(=C(C=C(C1)F)[Ir+]C1=C(C(=CC(=C1)F)F)C1=NC=C(C=C1)C)C1=NC=C(C=C1)C bis[3,5-difluoro-2-[5-(methyl)-2-pyridyl]phenyl]iridium(1+)